4-((4-acetyl-5-methyl-6-((5-methyl-1H-pyrazol-3-yl)amino)pyridin-2-yl)methyl)-1-(3-chloro-2-fluorobenzyl)piperidine-4-carboxylic acid C(C)(=O)C1=CC(=NC(=C1C)NC1=NNC(=C1)C)CC1(CCN(CC1)CC1=C(C(=CC=C1)Cl)F)C(=O)O